C1(=NC=CC2=CC=CC=C12)C1=NOC(=C1)C(=O)NC=1SC(=NN1)SC 3-(Isoquinolin-1-yl)-N-(5-(methylthio)-1,3,4-thiadiazol-2-yl)isoxazole-5-carboxamide